2-(5-((5-chloro-4-(4-chlorophenyl)pyrimidin-2-yl)amino)pyridin-3-yl)-2,8-diazaspiro[4.5]decan-1-one ClC=1C(=NC(=NC1)NC=1C=C(C=NC1)N1C(C2(CC1)CCNCC2)=O)C2=CC=C(C=C2)Cl